2-(4-(1H-pyrazol-4-yl)-phenoxy)-4-(piperazin-1-yl)-1,3,5-triazine N1N=CC(=C1)C1=CC=C(OC2=NC=NC(=N2)N2CCNCC2)C=C1